C1(CC1)C1=NN=C(O1)NC(=O)[C@@H]1N(CCCC1)C(=O)OC(C)(C)C tert-butyl (2R)-2-[(5-cyclopropyl-1,3,4-oxadiazol-2-yl)carbamoyl]piperidine-1-carboxylate